COCCONC1CN(C1)C1=CC(=C2C(C(=CN(C2=N1)C=1SC=CN1)C(=O)O)=O)C 7-{3-[(2-methoxyethoxy)amino]azetidin-1-yl}-5-methyl-4-oxo-1-(1,3-thiazol-2-yl)-1,4-dihydro-1,8-naphthyridine-3-carboxylic acid